The molecule is an unsaturated fatty acyl-CoA that results from the formal condensation of the thiol group of coenzyme A with the carboxy group of (19Z,22Z,25Z,28Z)-tetratriacontatetraenoic acid. It is an unsaturated fatty acyl-CoA and an ultra-long-chain fatty acyl-CoA. It derives from a (19Z,22Z,25Z,28Z)-tetratriacontatetraenoic acid. It is a conjugate acid of a (19Z,22Z,25Z,28Z)-tetratriacontatetraenoyl-CoA(4-). CCCCC/C=C\\C/C=C\\C/C=C\\C/C=C\\CCCCCCCCCCCCCCCCCC(=O)SCCNC(=O)CCNC(=O)[C@@H](C(C)(C)COP(=O)(O)OP(=O)(O)OC[C@@H]1[C@H]([C@H]([C@@H](O1)N2C=NC3=C(N=CN=C32)N)O)OP(=O)(O)O)O